(3,5-dimethoxyphenyl)quinazolin-4(3H)-one COC=1C=C(C=C(C1)OC)C1=NC2=CC=CC=C2C(N1)=O